Phenyl (4-(1-cyclopropoxy-1-phenyl-2-((tetrahydro-2H-pyran-2-yl)oxy)ethyl)-6-(1,5-dimethyl-6-oxo-1,6-dihydropyridin-3-yl)quinazolin-2-yl)carbamate C1(CC1)OC(COC1OCCCC1)(C1=CC=CC=C1)C1=NC(=NC2=CC=C(C=C12)C1=CN(C(C(=C1)C)=O)C)NC(OC1=CC=CC=C1)=O